C(C)(C)(C)S(=O)(=O)C=1C(=CC=2N(C1)C(=CN2)C=2C=C(N)C=C(C2)C2=NC=NO2)OC 3-(6-(tert-butylsulfonyl)-7-methoxyimidazo[1,2-a]pyridin-3-yl)-5-(1,2,4-oxadiazol-5-yl)aniline